C[C@@H]1COCCC1=O |r| (±)-3-methyloxan-4-one